4-((difluoromethyl)sulfonyl)-N-((2-(6-((cis)-2,6-dimethylmorpholino)pyridin-2-yl)-1,6-naphthyridin-7-yl)methyl)picolinamide FC(S(=O)(=O)C1=CC(=NC=C1)C(=O)NCC1=NC=C2C=CC(=NC2=C1)C1=NC(=CC=C1)N1C[C@@H](O[C@@H](C1)C)C)F